(1s,4s)-4-(2-(1-morpholinopropan-2-ylamino)-8-(2,4,6-trichlorophenylamino)-9H-purin-9-yl)cyclohexanecarboxamide O1CCN(CC1)CC(C)NC1=NC=C2N=C(N(C2=N1)C1CCC(CC1)C(=O)N)NC1=C(C=C(C=C1Cl)Cl)Cl